NC1=C(OC2=CC=C(OC3=CC(=CC=C3)OC3=CC=C(C=C3)OC3=C(C=CC=C3C)N)C=C2)C(=CC=C1)C 1,3-bis(4-(2-amino-6-methylphenoxy)phenoxy)benzene